methyl 5-benzyl-3-((cinnoline-4-carboxamido)methyl)-4,5-dihydroisoxazole-5-carboxylate C(C1=CC=CC=C1)C1(CC(=NO1)CNC(=O)C1=CN=NC2=CC=CC=C12)C(=O)OC